3-hydroxymethyl-2-methyl-furan OCC1=C(OC=C1)C